1-(cyclohexylmethyl)-3-(4-(2-methyl-1-phenyl-1H-benzoimidazol-5-yl)phenyl)urea C1(CCCCC1)CNC(=O)NC1=CC=C(C=C1)C1=CC2=C(N(C(=N2)C)C2=CC=CC=C2)C=C1